2-methyl-propylenediamine CC(CN)(C)N